N-(4-(4,4-difluoropiperidin-1-yl)benzo[d]oxazol-6-yl)-4-(methylsulfonyl)-2-(6-azaspiro[2.5]octan-6-yl)benzamide FC1(CCN(CC1)C1=CC(=CC2=C1N=CO2)NC(C2=C(C=C(C=C2)S(=O)(=O)C)N2CCC1(CC1)CC2)=O)F